bis(tricyclohexylphosphino)palladium(II) dichloride C1(CCCCC1)P(C1CCCCC1)(C1CCCCC1)[Pd-2](P(C1CCCCC1)(C1CCCCC1)C1CCCCC1)(Cl)Cl